5-methyl-2-phenyl-9-(piperidine-1-sulfonyl)-1H,2H,3H,4H-pyridazino[4,5-c]quinoline-1,4-dione CC1=NC=2C=CC(=CC2C2=C1C(NN(C2=O)C2=CC=CC=C2)=O)S(=O)(=O)N2CCCCC2